1-(2,3-bis(1H-pyrazol-4-yl)quinolin-6-yl)-3-(2-hydroxybutyl)urea N1N=CC(=C1)C1=NC2=CC=C(C=C2C=C1C=1C=NNC1)NC(=O)NCC(CC)O